(R)-4-fluoro-1-[(R)-7-(4-fluorobenzoyl)-8-methyl-3-(3-methyl-1,2,4-thiadiazol-5-yl)-5,6,7,8-tetrahydroimidazo[1,5-a]pyrazin-1-yl]pyrrolidin-2-one F[C@@H]1CC(N(C1)C=1N=C(N2C1[C@H](N(CC2)C(C2=CC=C(C=C2)F)=O)C)C2=NC(=NS2)C)=O